5-[2-methyl-4-[(3S)-1-methylpyrrolidin-3-yl]oxy-pyrazol-3-yl]-N-(6-methyl-3-pyridyl)pyrazolo[1,5-a]pyridin-2-amine CN1N=CC(=C1C1=CC=2N(C=C1)N=C(C2)NC=2C=NC(=CC2)C)O[C@@H]2CN(CC2)C